2-benzyl-8-chloro-3,4-dihydro-1H-2,7-naphthyridine C(C1=CC=CC=C1)N1CC2=C(N=CC=C2CC1)Cl